CN1C(=NN=C1)SC(C)C=1C=C(C=CC1)N1N=NC(=C1)C1=CC=CC=C1 1-(3-(1-((4-methyl-4H-1,2,4-triazol-3-yl)thio)ethyl)phenyl)-4-phenyl-1H-1,2,3-triazole